(S)-N2-[1-(4-fluorophenyl)ethyl]-4-(furan-3-yl)-N6-(pyrazin-2-yl)pyridine-2,6-diamine FC1=CC=C(C=C1)[C@H](C)NC1=NC(=CC(=C1)C1=COC=C1)NC1=NC=CN=C1